3-(2-bromo-1H-benzimidazole-1-yl)-9-phenyl-9H-carbazole BrC1=NC2=C(N1C=1C=CC=3N(C4=CC=CC=C4C3C1)C1=CC=CC=C1)C=CC=C2